CC=1C=C(OCC(=O)N(CC2OCCC2)C2=NC=CC=C2)C=CC1 2-(3-methylphenoxy)-N-(2-pyridyl)-N-(tetrahydro-furan-2-ylmethyl)acetamide